C(C=C)OC1=C(C(=C(C=C1Cl)Cl)Cl)/C=C/C(=O)OCC ethyl (E)-3-(2-(allyloxy)-3,5,6-trichlorophenyl)acrylate